C(C)OCC(CC)N1N=CC(=C1)NC1=NC=CC(=N1)C1=CC=C(C=C1)N1C(NCC1)=O 1-(4-(2-((1-(1-ethoxybutan-2-yl)-1H-pyrazol-4-yl)amino)pyrimidin-4-yl)phenyl)imidazolidin-2-one